N1(CCCC1)C1=CC=C(C=C1)C1CN(CCO1)C(=O)OC(C)(C)C Tert-Butyl 2-(4-(pyrrolidin-1-yl)phenyl)morpholine-4-carboxylate